4-(7-(N-(1-cyanocyclopropyl)sulfamoyl)-6-fluoro-9H-pyrimido[4,5-b]indol-4-yl)-N,N-dimethylpiperidine-1-carboxamide C(#N)C1(CC1)NS(=O)(=O)C1=C(C=C2C3=C(NC2=C1)N=CN=C3C3CCN(CC3)C(=O)N(C)C)F